4-(3-cyclopropyl-1H-pyrazol-1-yl)-N-(4,4-difluorocyclohexyl)-6-methyl-1,3,5-triazin-2-amine C1(CC1)C1=NN(C=C1)C1=NC(=NC(=N1)C)NC1CCC(CC1)(F)F